NCCC1N(C(C2=CC(=CC=C12)C1=NC(=NC=C1Cl)NC1CCOCC1)=O)CC(N1CCC2=C(CC1)C=CC=C2)=O 3-(2-aminoethyl)-6-{5-chloro-2-[(oxacyclohex-4-yl)amino]pyrimidin-4-yl}-2-[2-oxo-2-(2,3,4,5-tetrahydro-1H-3-benzazepin-3-yl)ethyl]-2,3-dihydro-1H-isoindol-1-one